(R)-6-chloro-7-(2-(((3-chloropyridin-2-yl)oxy)methyl)pyrrolidin-1-yl)-1-(1-(2-methoxy-ethyl)-1H-pyrazol-4-yl)-4-oxo-1,4-dihydroquinoline-3-carboxylic acid ClC=1C=C2C(C(=CN(C2=CC1N1[C@H](CCC1)COC1=NC=CC=C1Cl)C=1C=NN(C1)CCOC)C(=O)O)=O